6,7-dihydro-2H-pyrido[2,1-a]Isoquinoline-3-carboxylic acid hydrochloride Cl.C=1CC(=CN2C1C1=CC=CC=C1CC2)C(=O)O